C1CCC2C3C(CC(C12)C3)=CCCC=O 4-(octahydro-5H-4,7-methanoinden-5-ylidene)butanal